2-(2-Amino-6-methoxy-9-oxopyrazolo[1,5-a]pyrido[2,3-d]pyrimidin-4(9H)-yl)-N-(5-fluoropyridin-2-yl)acetamide NC1=NN2C(N(C3=C(C2=O)C=CC(=N3)OC)CC(=O)NC3=NC=C(C=C3)F)=C1